C(CN=C(N)N=C(N)N)N=C(N)N=C(N)N ethylenedibiguanide